methyl 3-(2,2-difluoroethyl)-2,4-dioxo-1,2,3,4-tetrahydroquinazoline-7-carboxylate FC(CN1C(NC2=CC(=CC=C2C1=O)C(=O)OC)=O)F